6-((2-((4aR,7aS)-hexahydropyrrolo[3,4-b][1,4]oxazin-6(2H)-yl)-1H-benzo[d]imidazol-1-yl)methyl)nicotinonitrile hydrochloride Cl.O1[C@@H]2[C@H](NCC1)CN(C2)C2=NC1=C(N2CC2=NC=C(C#N)C=C2)C=CC=C1